Cl.CN(CCNC(=O)C1=C(N=C(S1)C1=CC(=C(C=C1)O)C#N)C)C N-(2-(dimethylamino)ethyl)-2-(3-cyano-4-hydroxyphenyl)-4-methylthiazole-5-carboxamide hydrochloride